CN1N=NC(=C1C=1C=C2C(=NC1)C1=C(N2C(C2CCOCC2)C2=NC=CC=C2C)C(=NN1C)C(C)(C)O)C 2-(6-(1,4-Dimethyl-1H-1,2,3-triazol-5-yl)-1-methyl-4-((3-methylpyridin-2-yl)(tetrahydro-2H-pyran-4-yl)methyl)-1,4-dihydropyrazolo[3',4':4,5]pyrrolo[3,2-b]pyridine-3-yl)propan-2-ol